N4-benzyl-N2-isopropylthieno[3,2-d]pyrimidine-2,4-diamine C(C1=CC=CC=C1)NC=1C2=C(N=C(N1)NC(C)C)C=CS2